Methyl 3-[[4-chloro-6-(2,6-dimethylphenyl)pyrimidin-2-yl]-(methoxymethyl)sulfamoyl]benzoate ClC1=NC(=NC(=C1)C1=C(C=CC=C1C)C)N(S(=O)(=O)C=1C=C(C(=O)OC)C=CC1)COC